glyoxylic acid, cyanide C(C=O)(=O)C#N